C(C1=CC=CC=C1)OC(=O)N1C2(CC2)CC(C1=O)CO 6-(Hydroxymethyl)-5-oxo-4-azaspiro[2.4]heptane-4-carboxylic acid benzyl ester